2-(7-isopropoxy-1'-((1s,4s)-4-isopropyl-cyclohexyl)-3-oxo-1H-spiro[isoquinoline-4,4'-piperidin]-2(3H)-yl)ethyl methyl-carbamate CNC(OCCN1CC2=CC(=CC=C2C2(CCN(CC2)C2CCC(CC2)C(C)C)C1=O)OC(C)C)=O